O=[N+]=O.F[B-](F)(F)F.[H+] tetrafluoroboric acid nitronium